3-(6-methoxypyridin-3-yl)-1-(2-methyl-4-(trifluorometh-oxy)phenyl)-6-(trifluoromethyl)-2,3-dihydropyrido[2,3-d]pyrimidin-4(1H)-one COC1=CC=C(C=N1)N1CN(C2=C(C1=O)C=C(C=N2)C(F)(F)F)C2=C(C=C(C=C2)OC(F)(F)F)C